C(CCNCCCNCCCN)CN.Cl.Cl.Cl.Cl N1-(3-(3-aminopropylamino)propyl)butane-1,4-diamine 4HCl